2-(3-Oxa-6-azabicyclo[3.1.1]heptan-6-yl)-6-methoxy-N-(6-methyl-4-((1-(trifluoromethyl)-2-oxabicyclo[2.2.2]octan-4-yl)carbamoyl)pyridin-3-yl)benzo[d]thiazole-7-carboxamide C12COCC(N1C=1SC3=C(N1)C=CC(=C3C(=O)NC=3C=NC(=CC3C(NC31COC(CC3)(CC1)C(F)(F)F)=O)C)OC)C2